2-(2'-hydroxy-3'-hydroxy-3',5'-di-tertbutylphenyl)-5-chlorobenzotriazole OC1C(=CC(=CC1(C(C)(C)C)O)C(C)(C)C)N1N=C2C(=N1)C=CC(=C2)Cl